tert-butyl ((3S,6S,9aS)-3-(3-(4-(2-(2-(4-(2,6-dioxopiperidin-3-yl)phenoxy)ethoxy)ethoxy)pyridin-3-yl)azetidine-1-carbonyl)-5-oxooctahydro-1H-pyrrolo[1,2-a]azepin-6-yl)carbamate O=C1NC(CCC1C1=CC=C(OCCOCCOC2=C(C=NC=C2)C2CN(C2)C(=O)[C@@H]2CC[C@H]3N2C([C@H](CCC3)NC(OC(C)(C)C)=O)=O)C=C1)=O